C(C1=CC=CC=C1)N([C@@H](CC(=O)OCC)C=1C=C(C=CC1)C1=CC=C(C=C1)OC(F)(F)F)[C@H](C)C1=CC=CC=C1 ethyl (S)-3-(benzyl((R)-1-phenylethyl)amino)-3-(4'-(trifluoromethoxy)biphenyl-3-yl)propanoate